[I].CC(OCC(OC(C)=O)COC(C)=O)=O triacetin iodine